C(C1=CC=CC=C1)OCCCC1N(C(CC1)=O)[C@H](C(=O)OC)C(C)(C)C methyl (2S)-2-[2-(3-benzyloxypropyl)-5-oxo-pyrrolidin-1-yl]-3,3-dimethyl-butanoate